1a-methyl-1a,2-dihydro-1H-azirino[1,2-d]benzo[b][1,4]oxazine CC12N(C3=C(OC1)C=CC=C3)C2